silicon-aluminum-oxide [O-2].[Al+3].[Si+4]